N-(amino(6,7-dihydro-5H-pyrazolo[5,1-b][1,3]oxazin-3-yl)(oxo)-λ6-sulfaneylidene)-2,4,5,6-tetrahydro-1H-cyclobuta[f]indene-3-carboxamide NS(=NC(=O)C=1C2=C(C=C3CCCC13)CC2)(=O)C=2C=NN1C2OCCC1